N-(oxolan-2-ylmethyl)-4-[(2-phenylimidazo[1,2-a]pyrazin-3-yl)amino]benzamide O1C(CCC1)CNC(C1=CC=C(C=C1)NC1=C(N=C2N1C=CN=C2)C2=CC=CC=C2)=O